C1(CC1)N1N=CC(=C1)[C@H]1CN(CCO1)C=1C=C(C=2N(N1)C(C(=C(N2)C)C)=O)C21CC(C2)(C1)C(F)(F)F [(2S)-2-(1-cyclopropylpyrazol-4-yl)morpholin-4-yl]-2,3-dimethyl-9-[3-(trifluoromethyl)-1-bicyclo[1.1.1]pentanyl]pyrimido[1,2-b]pyridazin-4-one